ClC=1C=CC(=NC1)NC([C@H](C)N1CC(CCC1)C=1C=NC(=C(C1)C)OC)=O (2S)-N-(5-chloropyridin-2-yl)-2-(3-(6-methoxy-5-methylpyridin-3-yl)piperidin-1-yl)propionamide